sulfate compound with barium [Ba+2].S(=O)(=O)([O-])[O-]